O.O.[N+](=O)([O-])C1=C(C(C(=O)[O-])=CC=C1)C(=O)[O-].[Cu+2] Copper (3-nitrophthalate) dihydrate